2-[(2S)-2-amino-3-(2-methoxyquinolin-6-yl)propyl]-2,3-dihydro-1H-isoindole-1,3-dione N[C@H](CN1C(C2=CC=CC=C2C1=O)=O)CC=1C=C2C=CC(=NC2=CC1)OC